FC(=CC(CCCOC=1C=CC=2[C@H]3CC[C@@]4(C(CC[C@H]4[C@@H]3CCC2C1)=O)C)O)F (8R,9S,13S,14S)-3-((6,6-Difluoro-4-hydroxyhex-5-en-1-yl)oxy)-13-methyl-6,7,8,9,11,12,13,14,15,16-decahydro-17H-cyclopenta[a]phenanthren-17-one